2-butyloctyl 6-((8-bromooctyl)(hexyl)amino)hexanoate BrCCCCCCCCN(CCCCCC(=O)OCC(CCCCCC)CCCC)CCCCCC